C(=O)(OC(C)(C)C)NC1CC2(C1)CC(C2)=O 2-(Boc-amino)-6-oxospiro[3.3]heptane